methyl 2-(1-(2-(benzyloxy)ethyl)-5-hydroxy-1H-pyrazol-4-yl)-6-methylisonicotinate C(C1=CC=CC=C1)OCCN1N=CC(=C1O)C=1C=C(C(=O)OC)C=C(N1)C